B(OC=1C(=NN(C1)C)C)[O-] (1,3-dimethyl-1H-pyrazol-4-yl) boronate